N-hydroxynonanimidamide-d17 ONC(C(C(C(C(C(C(C(C([2H])([2H])[2H])([2H])[2H])([2H])[2H])([2H])[2H])([2H])[2H])([2H])[2H])([2H])[2H])([2H])[2H])=N